N-cyclopropyl-2-(7-fluoro-1-(2-fluorobenzyl)-1H-indazol-3-yl)pyrimidine-5-carboxamide C1(CC1)NC(=O)C=1C=NC(=NC1)C1=NN(C2=C(C=CC=C12)F)CC1=C(C=CC=C1)F